FC(OC1=CC=C(C=C1)N(C(=O)C=1C=CC=2N(C1)C(=CN2)C=2C=CC(=NC2)NC(OC)=O)C)F methyl N-[5-[6-[[4-(difluoromethoxy) phenyl]-methyl-carbamoyl]imidazo[1,2-a]pyridin-3-yl]-2-pyridyl]carbamate